FCC(CN(CCC(C(=O)O)NC(=O)C1(CC1)N1C(=NC=C1)C(F)(F)F)CCCCC1=NC=2NCCCC2C=C1)OC 4-[[3-fluoro-2-methoxy-propyl]-[4-(5,6,7,8-tetrahydro-1,8-naphthyridin-2-yl)butyl]amino]-2-[[1-[2-(trifluoromethyl)imidazol-1-yl]cyclopropanecarbonyl]amino]butanoic acid